BrC1=NN=C(S1)C1=CC(=C(C(=O)N(C)C)C=C1)Cl 4-(5-bromo-1,3,4-thiadiazol-2-yl)-2-chloro-N,N-dimethylbenzamide